(1-(((5-chloropyridin-2-yl)methyl)carbamoyl)-2-oxabicyclo[2.2.2]oct-4-yl)carbamic acid tert-butyl ester C(C)(C)(C)OC(NC12COC(CC1)(CC2)C(NCC2=NC=C(C=C2)Cl)=O)=O